2-((1-(7-methyl-4-oxo-2-(piperidin-4-yl)-4H-pyrido[1,2-a]pyrimidin-9-yl)ethyl)amino)benzoic acid CC=1C=C(C=2N(C(C=C(N2)C2CCNCC2)=O)C1)C(C)NC1=C(C(=O)O)C=CC=C1